7-methoxy-1-(oxazol-2-ylmethyl)-1H-indole-2-carbaldehyde COC=1C=CC=C2C=C(N(C12)CC=1OC=CN1)C=O